tosyl chlorid S(=O)(=O)(C1=CC=C(C)C=C1)Cl